ClC1=CC(=C(C=C1)C1=CC=C(C2=CC=CC=C12)P(C)(C)=O)C1=NC(=NC(=N1)C1=CC=CC=C1)C1=CC=CC=C1 (4-(4-chloro-2-(4,6-diphenyl-1,3,5-triazin-2-yl)phenyl)naphthalen-1-yl)dimethylphosphine oxide